FC1=C(C(=O)NC=2C=C3C(=NC2)C=C(N3COCC[Si](C)(C)C)CN3[C@H](CCC3)C)C=CC(=C1)C1=NN(C=C1)C1OCCCC1 2-fluoro-N-(2-[[(2S)-2-methylpyrrolidin-1-yl]methyl]-1-[[2-(trimethylsilyl)ethoxy]methyl]pyrrolo[3,2-b]pyridin-6-yl)-4-[1-(oxan-2-yl)pyrazol-3-yl]benzamide